C1(=CC=CC=C1)C1=NC(=NC(=N1)C1=CC=CC=C1)C1=CC=C(C=C1)N1C2=CC=CC=C2OC=2C=CC=CC12 10-(4-(4,6-diphenyl-1,3,5-triazin-2-yl)phenyl)-10H-phenoxazine